2-(azepan-1-yl)-4-((4-(2-(4-(hydroxymethyl)piperidin-1-yl)ethoxy)phenyl)amino)pyrimido[4,5-d]pyridazin-5(6H)-one N1(CCCCCC1)C=1N=C(C2=C(C=NNC2=O)N1)NC1=CC=C(C=C1)OCCN1CCC(CC1)CO